C1(CC1)C1=C(C(=CC=C1C(=O)N)C)C1=CC=C(C=C1)C(=O)C1CN(CC1)CCOC cyclopropyl-4'-(1-(2-methoxyethyl)pyrrolidine-3-carbonyl)-6-methyl-[1,1'-biphenyl]-3-carboxamide